BrC=1C=NN2CCOC3=C(C21)C=C(S3)C(=O)N[C@@H]3CNCC[C@H]3C3=CC(=C(C(=C3)F)F)F 10-bromo-N-((3S,4S)-4-(3,4,5-trifluorophenyl)piperidin-3-yl)-5,6-dihydropyrazolo[1,5-d]thieno[3,2-f][1,4]oxazepine-2-carboxamide